3-(2-hydroxy-3,3-dimethylbutyl)urea hydrochloride Cl.OC(CNC(N)=O)C(C)(C)C